N-(2-((5-Methyl-2'-oxo-1,1',2',3-tetrahydrospiro[indene-2,3'-pyrrolo[2,3-b]pyridin]-6-yl)amino)-2-oxoethyl)-N-(2-((methylimino)methyl)benzyl)pivalamide CC=1C=C2CC3(C(NC4=NC=CC=C43)=O)CC2=CC1NC(CN(C(C(C)(C)C)=O)CC1=C(C=CC=C1)C=NC)=O